(S)-N-(4-amino-3,4-dioxo-1-phenylbutan-2-yl)-5-chloro-2-methoxybenzamide NC(C([C@H](CC1=CC=CC=C1)NC(C1=C(C=CC(=C1)Cl)OC)=O)=O)=O